Caffeoyl-pyruvic acid C(\C=C\C1=CC(O)=C(O)C=C1)(=O)CC(C(=O)O)=O